[(3S)-piperidin-3-yl]methanol hydrochloride Cl.N1C[C@H](CCC1)CO